3-[(2R,4S,5R)-5-[[bis(4-methoxyphenyl)-phenyl-methoxy]methyl]-3-fluoro-4-hydroxy-tetrahydrofuran-2-yl]-1H-pyrimidine-2,4-dione COC1=CC=C(C=C1)C(OC[C@@H]1[C@@H](C([C@@H](O1)N1C(NC=CC1=O)=O)F)O)(C1=CC=CC=C1)C1=CC=C(C=C1)OC